NC1CC(N(C1)C=CC=O)(N1N=CC=2C1=NC=NC2)C#CC2=CC(=CC(=C2)OC)OC 4-Amino-3-((3,5-dimethoxyphenyl)ethynyl-1H-pyrazolo[3,4-d]pyrimidin-1-yl-1-pyrrolidinyl)-2-propen-1-on